CS(=O)(=O)O[C@H](COS(=O)(=O)C)C1=CC=C2C=NN(C2=C1)CC1=CC=CC=C1 (1S)-1-(1-benzylindazol-6-yl)-2-(methanesulfonyloxy)ethyl methanesulfonate